C1(CC1)C1=CC=C(OC2=NC=C(C(=O)NC)C=C2)C=C1 6-(4-cyclopropylphenoxy)-N-methylnicotinamide